3-(2-hydroxyethoxy)-2-(2-(2-hydroxyethoxy)ethoxy)propan-1-ol OCCOCC(CO)OCCOCCO